OC1=C(CNC2=CC(=C(C(=O)O)C=C2)O)C=C(C=C1Cl)Cl 4-(2-hydroxy-3,5-dichlorobenzylamino)-2-hydroxybenzoic acid